C(C)OC(C1=C(C=C(C=C1)N)F)=O 2-fluoro-4-aminobenzoic acid ethyl ester